ClC1=CC=C(N=N1)C(=O)NC1CCC(CC1)OC1=CC(=C(C=C1)C#N)OC 6-chloro-N-[(1r,4r)-4-(4-cyano-3-methoxy-phenoxy)cyclohexyl]pyridazine-3-carboxamide